benzyl(5-(difluoromethyl)-2-methoxyphenyl)sulfane C(C1=CC=CC=C1)SC1=C(C=CC(=C1)C(F)F)OC